NC1=CC=CC(=N1)S(=O)(=O)NC(=O)C=1C(=NC(=CC1)C1=CC(=CC(=C1)OCC(C)C)F)N(C)C(C)C1CC1 N-[(6-Amino-2-pyridyl)sulfonyl]-2-[1-cyclopropylethyl(methyl)amino]-6-(3-fluoro-5-isobutoxyphenyl)pyridin-3-carboxamid